4,6-Dichloro-1-(4-methoxybenzyl)pyrido[3,2-d]pyrimidin-2(1H)-one ClC=1C2=C(N(C(N1)=O)CC1=CC=C(C=C1)OC)C=CC(=N2)Cl